3-(4-(1-(2-(4-(4-(4-(aminomethyl)-3-methylphenyl)pyrrolo[2,1-f][1,2,4]triazin-6-yl)phenoxy)ethyl)piperidin-4-yl)phenyl)piperidine-2,6-dione NCC1=C(C=C(C=C1)C1=NC=NN2C1=CC(=C2)C2=CC=C(OCCN1CCC(CC1)C1=CC=C(C=C1)C1C(NC(CC1)=O)=O)C=C2)C